tert-butyl (1-(4-cyanothiophen-2-yl)-2-(methylamino)-2-oxoethyl)carbamate C(#N)C=1C=C(SC1)C(C(=O)NC)NC(OC(C)(C)C)=O